C(=C)C1=CC=C(C)C=C1 para-vinyl-toluene